[Br-].[Br-].[Br-].C(CCC)[NH+](CCCC)CCCC.C(CCC)[NH+](CCCC)CCCC.C(CCC)[NH+](CCCC)CCCC Tributylammonium Tribromid